trizinc-aluminum oxide [O-2].[Al+3].[Zn+2].[Zn+2].[Zn+2]